C(C1=CC=CC=C1)(=O)N1CCC(CC1)CCNS(=O)(=O)N N-(2-(1-benzoylpiperidin-4-yl)ethyl)sulfamide